2-{4-[(4-methoxyphenyl)methyl]piperazin-1-yl}-N-(6-methoxypyridin-3-yl)ethanesulfonamide COC1=CC=C(C=C1)CN1CCN(CC1)CCS(=O)(=O)NC=1C=NC(=CC1)OC